trifluoromethylbiphenyl-4-carbaldehyde FC(F)(F)C1=C(C=CC(=C1)C=O)C1=CC=CC=C1